N=1N(N=CC1)C1=CC=C(C=C1)C=1OC(=C(N1)CN1CCC(CC1)C1=CC=C(C=C1)F)C 2-(4-(2H-1,2,3-triazol-2-yl)phenyl)-4-((4-(4-fluorophenyl)piperidin-1-yl)methyl)-5-methyloxazole